OCCOC[C@H](C)NC(OC(C)(C)C)=O tert-Butyl N-[(1S)-2-(2-hydroxyethoxy)-1-methyl-ethyl]carbamate